(S)-tert-butyl 2-(((tert-butyldiphenylsilyl)oxy)methyl)-4-(((trifluoromethyl) sulfonyl)oxy)-2,5-dihydro-1H-pyrrole-1-carboxylate [Si](C1=CC=CC=C1)(C1=CC=CC=C1)(C(C)(C)C)OC[C@H]1N(CC(=C1)OS(=O)(=O)C(F)(F)F)C(=O)OC(C)(C)C